(S)-3-(3-Cyano-4-fluorophenyl)-1-(8-fluoro-3-methyl-6-oxo-1,2,3,4,5,6-hexahydrobenzo[c][1,7]naphthyridin-1-yl)-1-methylurea C(#N)C=1C=C(C=CC1F)NC(N(C)[C@H]1C=2C3=C(C(NC2CN(C1)C)=O)C=C(C=C3)F)=O